(5Z,8Z,11Z,14Z)-eicosa-5,8,11,14-tetraen-1-ol C(CCC\C=C/C\C=C/C\C=C/C\C=C/CCCCC)O